BrC1=C2C=NNC2=C(C(=C1C(F)(F)F)F)N(C)C 4-bromo-6-fluoro-N,N-dimethyl-5-(trifluoromethyl)-1H-indazol-7-amine